FC(C1=NC=2C=CC=C(C2C=N1)O)(F)F 2-(trifluoromethyl)quinazolin-5-ol